COC1=NC=C(C(=N1)OC)N1N=C2C(C=NC=C2)=C1 2-(2,4-dimethoxypyrimidin-5-yl)pyrazolo[4,3-C]pyridine